3-iodo-α-methyl-L-tyrosine IC=1C=C(C[C@](N)(C(=O)O)C)C=CC1O